BrC1=CC=CC(=N1)NC(=O)[C@H]1N(C[C@@H](C1)F)C(CN1N=C(C2=CC(=CC=C12)C=1CCN(CC1)C)C(=O)N)=O 1-(2-((2S,4R)-2-(6-bromopyridin-2-ylcarbamoyl)-4-fluoropyrrolidin-1-yl)-2-oxoethyl)-5-(1-methyl-1,2,3,6-tetrahydropyridin-4-yl)-1H-indazole-3-carboxamide